4,6-difluoro-2-methyl-1H-benzo[d]imidazole-5-carbaldehyde FC1=C(C(=CC=2NC(=NC21)C)F)C=O